(E)-2-styrylpyrazine C(=C\C1=CC=CC=C1)/C1=NC=CN=C1